NC=1N=C(SC1C(=O)C1=CC(=NO1)OCC1CCC1)N(C1=CC=C(C=C1)F)C(C(=O)N)C (N-[4-amino-5-[3-(cyclobutylmethoxy)isoxazole-5-carbonyl]thiazol-2-yl]-4-fluoro-anilino)propanamide